2-((2-(7-fluoro-3,4-dihydrobenzo[b][1,4]oxazepin-5(2H)-yl)-2-oxoethyl)amino)-4,6-bis(trifluoromethyl)nicotinonitrile FC1=CC2=C(OCCCN2C(CNC2=C(C#N)C(=CC(=N2)C(F)(F)F)C(F)(F)F)=O)C=C1